6'-[2-(1-methylpiperidin-4-yl)ethoxy]-2',3'-dihydrospiro[cyclohexane-1,1'-indene]-4-carboxylic acid CN1CCC(CC1)CCOC1=CC=C2CCC3(C2=C1)CCC(CC3)C(=O)O